(2s,3s,4r,5r)-5-(6-((5-bromopyridin-2-yl)methylamino)-2-(5-chloropyridin-3-yl)-9H-purin-9-yl)-3,4-dihydroxy-N-(methyl-d3)-tetrahydrofuran-2-carboxamide BrC=1C=CC(=NC1)CNC1=C2N=CN(C2=NC(=N1)C=1C=NC=C(C1)Cl)[C@H]1[C@@H]([C@@H]([C@H](O1)C(=O)NC([2H])([2H])[2H])O)O